tert-butyl N-{1-[7-({8-fluoro-2-methylimidazo[1,2-a]pyridin-6-yl}carbamoyl)-2-methylindazol-4-yl]piperidin-4-yl}-N-(2-hydroxyethyl)carbamate FC=1C=2N(C=C(C1)NC(=O)C1=CC=C(C3=CN(N=C13)C)N1CCC(CC1)N(C(OC(C)(C)C)=O)CCO)C=C(N2)C